tert-butyl (3S*,4R)-4-fluoro-3-hydroxypiperidine-1-carboxylate F[C@H]1[C@H](CN(CC1)C(=O)OC(C)(C)C)O |o1:2|